CC1=NC(=NC(=C1)C)C1(CC1)NC(=O)[C@H]1CN(CC[C@@H]1NC(=O)C1=NOC(=C1)C1=C(C=C(C=C1)F)F)CC1CC1 (3S,4S)-1-Cyclopropylmethyl-4-{[5-(2,4-difluoro-phenyl)-isoxazole-3-carbonyl]-amino}-piperidine-3-carboxylic acid [1-(4,6-dimethyl-pyrimidin-2-yl)-cyclopropyl]-amide